NC1=CC=CC(=N1)S(=O)(=O)NC(=O)C=1C(=NC(=CC1)C(C)(C)C)N1CCC(CC1)OCC N-[(6-Amino-2-pyridyl)sulfonyl]-6-tert-butyl-2-(4-ethoxy-1-piperidyl)pyridin-3-carboxamid